ClC=1C=C2C(=NN(C2=CC1)C=1C=NC=CC1)C(C)N1N=C(C=2C1=NC=NC2N)C 1-(1-(5-Chloro-1-(pyridin-3-yl)-1H-indazol-3-yl)ethyl)-3-methyl-1H-pyrazolo[3,4-d]pyrimidin-4-amine